(1-(4-methoxyphenyl)-2-(4,4,5,5-tetramethyl-1,3,2-dioxaborolan-2-yl)allyl)diphenylphosphine oxide COC1=CC=C(C=C1)C(C(=C)B1OC(C(O1)(C)C)(C)C)P(C1=CC=CC=C1)(C1=CC=CC=C1)=O